Cl.FC=1C(=NC(=NC1)NC1CCN(CC1)S(=O)(=O)C)C=1C=C2C=CC=NC2=C(C1)F 5-fluoro-4-(8-fluoroquinolin-6-yl)-N-(1-(methylsulfonyl)piperidin-4-yl)pyrimidin-2-amine hydrochloride